3-[5-[3-(2-hydroxyethoxy)propyl]-1-oxo-isoindolin-2-yl]piperidine-2,6-dione OCCOCCCC=1C=C2CN(C(C2=CC1)=O)C1C(NC(CC1)=O)=O